benzyl-[1-[2-[benzyl-(phenyl)phosphanyl]-1-naphthyl]-2-naphthyl]-phenyl-phosphane C(C1=CC=CC=C1)P(C1=CC=CC=C1)C1=C(C2=CC=CC=C2C=C1)C1=C(C=CC2=CC=CC=C12)P(C1=CC=CC=C1)CC1=CC=CC=C1